2-[(3-fluorophenyl)-methyl]-N-(8-fluoro-3-quinolyl)-2,4-dimethyl-pent-4-enamide FC=1C=C(C=CC1)CC(C(=O)NC=1C=NC2=C(C=CC=C2C1)F)(CC(=C)C)C